[Si](C1=CC=CC=C1)(C1=CC=CC=C1)(C(C)(C)C)OC[C@@H]1N([C@H](C2=CC=C(C(=C2C1)CCC(C)(C)O)F)C)C(CC1=C(C=CC=C1F)Cl)=O 1-[(1S,3R)-3-[[tert-butyl(diphenyl)silyl]oxymethyl]-6-fluoro-5-(3-hydroxy-3-methyl-butyl)-1-methyl-3,4-dihydro-1H-isoquinolin-2-yl]-2-(2-chloro-6-fluoro-phenyl)ethanone